2,4-dihydro-2-(1-methylpropyl)-3H-1,2,4-triazol-3-one CC(CC)N1N=CNC1=O